dodecyl-octanediol C(CCCCCCCCCCC)C(CCCCCCC)(O)O